2-(2-chloro-6-methylphenyl)-4,4,5,5-tetramethyl-1,3,2-dioxaborolane ClC1=C(C(=CC=C1)C)B1OC(C(O1)(C)C)(C)C